ClC=1C=CC2=C(CC3(CC=4N2C(=NN4)[C@@H]4CN(CC4)CC=4C=NC=CC4)OCCO3)C1 8'-Chloro-1'-[(3S)-1-(pyridin-3-ylmethyl)pyrrolidin-3-yl]-4'H,6'H-spiro[1,3-dioxolan-2,5'-[1,2,4]triazolo[4,3-a][1]benzazepin]